N=1C=CN2C1C=CC(=C2)B(O)O imidazo[1,2-a]pyridine-6-boronic acid